C(COCCC=CC(=O)[O-])OCCC=CC(=O)[O-] (ethane-1,2-diylbis(Oxy))bis(ethane-2,1-diyl)diacrylate